C(CCCCCCCCCCCCCCCCC)OC(C(C)C1=CC(=C(C(=C1)C(C)(C)C)O)C(C)(C)C)=O 3,5-bis(1,1-dimethylethyl)-4-hydroxyphenylpropionic acid octadecyl ester